CC(C)(C)[O-].CC(C)(C)[O-].C(C)N1C(N(CC1)C)=[Co+2]=C1N(CCN1C)CC bis(1-Ethyl-3-methyl-imidazolin-2-ylidene)Cobalt di-tert-butoxide